1-(4-(4-(5-chloro-1-(tetrahydro-2H-pyran-2-yl)-1H-indazol-4-yl)-5-methyl-1-(methylsulfonyl)-1H-pyrazol-3-yl)piperazin-1-yl)ethan-1-one ClC=1C(=C2C=NN(C2=CC1)C1OCCCC1)C=1C(=NN(C1C)S(=O)(=O)C)N1CCN(CC1)C(C)=O